1-(2,4,6-trimethylphenyl)-1H-pyrazole CC1=C(C(=CC(=C1)C)C)N1N=CC=C1